C12C(=CCC(C1(C)C)C2)C alpha-Pinen